NC(C=1C=C(C=CC1)C[C@H](C(=O)OC(C)(C)C)[C@@H]1CN(CC1)C(=O)OC(C)(C)C)([2H])[2H] tert-butyl (3R)-3-[(2S)-3-{3-[amino(2H2)methyl]phenyl}-1-(tert-butoxy)-1-oxopropane-2-yl]pyrrolidine-1-carboxylate